N-((2S)-1,1-dicyclopropyl-3-((1-(1-(methyl-(2,2,2-trifluoroethyl)amino)-1-oxopropan-2-yl)-1H-pyrazol-3-yl)amino)-3-oxopropan-2-yl)-1-ethyl-1H-pyrazole-5-carboxamide C1(CC1)C([C@@H](C(=O)NC1=NN(C=C1)C(C(=O)N(CC(F)(F)F)C)C)NC(=O)C1=CC=NN1CC)C1CC1